BrC=1C(=C(C=CC1)C=1C(C[C@H](C1)O)=O)F (R)-2-(3-bromo-2-fluorophenyl)-4-hydroxycyclopent-2-enone